1-[[1-(2-pyridyl)pyrazol-4-yl]methyl]piperidin-4-one N1=C(C=CC=C1)N1N=CC(=C1)CN1CCC(CC1)=O